methyl 7-hydroxy-3-(2-(methoxymethoxy)-4-(1-(tetrahydro-2H-pyran-2-yl)-1H-pyrazol-4-yl)phenyl)furo[3,2-c]pyridazine-6-carboxylate OC1=C(OC2=C1N=NC(=C2)C2=C(C=C(C=C2)C=2C=NN(C2)C2OCCCC2)OCOC)C(=O)OC